(N-[4-Amino-5-[4-[2-[(4-fluorophenyl)methylamino]-2-oxoethoxy]benzoyl]thiazol-2-yl]-4-fluoroanilino)propanamid NC=1N=C(SC1C(C1=CC=C(C=C1)OCC(=O)NCC1=CC=C(C=C1)F)=O)N(C1=CC=C(C=C1)F)C(C(=O)N)C